C1(CCCC1)(O)O 4-Cis-cyclopentanediol